3,6-bis-2-piperidinyl-1,2,4,5-tetraazabenzene N1C(CCCC1)C=1N=NC(=NN1)C1NCCCC1